4-(2-((1-aminocyclobutyl)methoxy)-6,8-difluoro-4-((1S,5R)-1-methyl-3,8-diazabicyclo[3.2.1]octan-3-yl)quinazolin-7-yl)naphthalen-2-ol NC1(CCC1)COC1=NC2=C(C(=C(C=C2C(=N1)N1C[C@@]2(CC[C@H](C1)N2)C)F)C2=CC(=CC1=CC=CC=C21)O)F